(7,8-Dihydro-5H-[1,3]dioxolo[4,5-g]isochromen-8-yl)methanol O1COC=2C1=CC=1C(COCC1C2)CO